9-fluoro-1,4,4,7-tetramethyl-8-(1-methylsulfonyl-1H-indol-4-yl)-5H-[1,2,4]triazolo[4,3-a]quinoxaline FC=1C(=C(C=C2NC(C=3N(C12)C(=NN3)C)(C)C)C)C3=C1C=CN(C1=CC=C3)S(=O)(=O)C